difluoroEthyltrifluoroethylether FC(CC(C(F)(F)F)OC(C(F)(F)F)CC(F)F)F